[6-(benzyloxy)-2-bromo-3-chlorophenyl]Methanol C(C1=CC=CC=C1)OC1=CC=C(C(=C1CO)Br)Cl